(4-fluoro-3-methyl-phenyl)-2-isopropyl-3-[3-(2H-tetrazol-5-yl)cyclobutyl]indol-5-ol FC1=C(C=C(C=C1)C1=C2C(=C(NC2=CC=C1O)C(C)C)C1CC(C1)C=1N=NNN1)C